N-(5-(3-borono-4-fluorobenzamido)pentyl)-N-(3-borono-4-fluorobenzoyl)glycine B(O)(O)C=1C=C(C(=O)NCCCCCN(CC(=O)O)C(C2=CC(=C(C=C2)F)B(O)O)=O)C=CC1F